bis-mercaptopyridin SC=1C(=NC=CC1)S